ClC1=CC=C(C(=N1)C=1C=NC=CC1)NC(C)C=1C=2C3=C(N(C(C2C=C(C1)C)=O)C)N(N=C3)C3CCN(CC3)C 9-[1-[[6-chloro-2-(3-pyridinyl)-3-pyridinyl]amino]ethyl]-4,7-dimethyl-3-(1-methyl-4-piperidinyl)pyrazolo[3,4-c]isoquinolin-5-one